ClC1=C(C=NN1C1CC1)NC1=NC2=CC(=C(C=C2C=N1)C)C1CCN(CC1)[C@@]1([C@@H](COC1)O)C |o1:27,28| (3S,4S) or (3R,4R)-4-(4-{2-[(5-chloro-1-cyclopropyl-1H-pyrazol-4-yl)amino]-6-methylquinazolin-7-yl}piperidin-1-yl)-4-methyloxolan-3-ol